FC(C=1C=C(C=C(C1)C(F)(F)F)[C@@H]1C([C@H]1C(=O)NC=1C=CC(=C(C(=O)NC2=C(C(=C(C=C2)F)NC(C(F)F)=O)F)C1)Cl)(Cl)Cl)(F)F Trans-5-(3-(3,5-bis(trifluoromethyl)phenyl)-2,2-dichlorocyclopropane-1-carboxamido)-2-chloro-N-(3-(2,2-difluoroacetamido)-2,4-difluorophenyl)benzamide